FC(S(=O)(=O)OC1=C(C=C(C=C1)C=1C(=NC(=CC1)OCC1=CC=CC=C1)OCC1=CC=CC=C1)F)(F)F [4-(2,6-dibenzyloxy-3-pyridyl)-2-fluoro-phenyl] trifluoromethanesulfonate